C(=C)OC(C)CO hydroxypropane-2-yl vinyl ether